C(C1=CC=CC=C1)OC1=NC(=CC2=C1C(N(N=C2)C)=O)N2CCC(CC2)CCP(OCC2=CC=CC=C2)(OCC2=CC=CC=C2)=O Dibenzyl (2-(1-(5-(benzyloxy)-3-methyl-4-oxo-3,4-dihydropyrido[3,4-d]pyridazin-7-yl)piperidin-4-yl)ethyl)phosphonate